Br[SiH](C)C(C#N)CC [bromo(methyl)silyl]butanenitrile